aminopterin triglutamate N[C@@H](CCC(=O)O)C(=O)O.N[C@@H](CCC(=O)O)C(=O)O.N[C@@H](CCC(=O)O)C(=O)O.NNC1=NC2=NC=CN=C2C(N1)=O